tert-butyl (R)-5-(1-(tert-butyl)-1H-1,2,3-triazole-4-carboxamido)-8-(2-((1-methyl-1H-pyrazol-4-yl)amino)pyrimidin-4-yl)-1,3,4,5-tetrahydro-2H-benzo[c]azepine-2-carboxylate C(C)(C)(C)N1N=NC(=C1)C(=O)N[C@H]1C2=C(CN(CC1)C(=O)OC(C)(C)C)C=C(C=C2)C2=NC(=NC=C2)NC=2C=NN(C2)C